(2-methylphenylamino)benzoic acid CC1=C(C=CC=C1)NC1=C(C(=O)O)C=CC=C1